C(C)(=O)N[C@H]1C[C@H](CCC1)C(=O)NC=1N=CC2=C(N1)C(=NC(=C2)S(=O)(=O)C)NC(C)C (1S,3R)-3-acetamido-N-(8-(isopropylamino)-6-(methylsulfonyl)pyrido[3,4-d]pyrimidin-2-yl)cyclohexane-1-carboxamide